acryloyloxyethyltetrahydrophthalic acid C(C=C)(=O)OCCC1(C(=O)O)C(C(=O)O)CCC=C1